7β-hydroxy-3,12-diketo-5β-cholane O[C@@H]1[C@H]2[C@@H]3CC[C@H]([C@@H](CCC)C)[C@]3(C(C[C@@H]2[C@]2(CCC(C[C@H]2C1)=O)C)=O)C